NC=1NC(C2=C(N1)C=CN2CCCCC2=CC=C(C(=O)N[C@@H](CCC(=O)OCC)C(=O)OCC)C=C2)=O Diethyl (4-(4-(2-amino-4-oxo-3,4-dihydro-5H-pyrrolo[3,2-d]pyrimidin-5-yl)butyl) benzoyl)-L-glutamate